4-bromo-6-(trifluoromethyl)-1H-indole BrC1=C2C=CNC2=CC(=C1)C(F)(F)F